1-(carboxymethyl)cyclopropyl-Coenzyme A C(=O)(O)CC1(CC1)SCCNC(CCNC([C@@H](C(COP(OP(OC[C@@H]1[C@H]([C@H]([C@@H](O1)N1C=NC=2C(N)=NC=NC12)O)OP(=O)(O)O)(=O)O)(=O)O)(C)C)O)=O)=O